4-Hydroxy-2-methyl-5-((1-methylazetidin-2-yl)methoxy)-N-(1-(7-vinylquinolin-5-yl)cyclopropyl)benzamide OC1=CC(=C(C(=O)NC2(CC2)C2=C3C=CC=NC3=CC(=C2)C=C)C=C1OCC1N(CC1)C)C